di(isopropyl)dithiophosphoric acid C(C)(C)OP(S)(OC(C)C)=S